Gadolinium(III) acetate hydrate O.C(C)(=O)[O-].[Gd+3].C(C)(=O)[O-].C(C)(=O)[O-]